CN1N=C(N=N1)C=1C=C(C=CC1)CSC=1NC(C(=C(N1)C=1SC=CC1)C#N)=O 2-[3-(2-methyl-2H-tetrazol-5-yl)-phenylmethylsulfanyl]-6-oxo-4-thiophen-2-yl-1,6-dihydro-pyrimidine-5-carbonitrile